C(=C)C1=C(C=CC=C1)C=C divinyl-benzen